tert-butyl 4-(8-{[(1R)-1-[3-nitro-5-(trifluoromethyl)phenyl]ethyl]amino}-6-(trifluoromethyl)-[1,2,4]triazolo[1,5-a]pyridin-2-yl)-1,2,3,6-tetrahydropyridine-1-carboxylate [N+](=O)([O-])C=1C=C(C=C(C1)C(F)(F)F)[C@@H](C)NC=1C=2N(C=C(C1)C(F)(F)F)N=C(N2)C=2CCN(CC2)C(=O)OC(C)(C)C